Ethyl 5-(2-fluoro-4-methylphenoxy)-1-(oxan-4-yl)pyrazole-4-carboxylate FC1=C(OC2=C(C=NN2C2CCOCC2)C(=O)OCC)C=CC(=C1)C